C1OCC12CC(C2)NCC=2C=CC(=NC2)C(=O)NC2=C(C(=CC=C2)C2=C(C(=NC=C2)C2=CC(=C(C=C2)CNC2CC1(COC1)C2)OC)Cl)Cl 5-(((2-oxaspiro[3.3]heptan-6-yl)amino)methyl)-N-(3-(2-(4-(((2-oxaspiro[3.3]heptan-6-yl)amino)methyl)-3-methoxyphenyl)-3-chloropyridin-4-yl)-2-chlorophenyl)picolinamide